N,N,N-trimethyl-adamantylammonium fluoride [F-].C[N+](C)(C)C12CC3CC(CC(C1)C3)C2